C(C)(C)(C)C=1C=C(C=CC1)[C@H](C)NC(=O)C1=CC=C2C=C(N(C2=C1)C)C (S)-N-(1-(3-(tert-butyl)phenyl)ethyl)-1,2-dimethyl-1H-indole-6-carboxamide